NC1=CC(=NC=C1)N1CC2=CC=CC=C2C(C1)N 2-(4-aminopyridin-2-yl)-1,2,3,4-tetrahydroisoquinolin-4-amine